C(C1=CC=CC=C1)CC=CCCCCCCCCC benzyldodec-2-en